ClC1=NC(=CC(=C1)OC1CC(C1)OC)C1(COCC1)OC 2-chloro-4-(3-methoxycyclobutoxy)-6-(3-methoxytetrahydrofuran-3-yl)pyridine